benzyl-methyl-p-hydroxyphenyl-sulfonium tetrakis(pentafluorophenyl)gallate tert-butyl-4-(4,4,5,5-tetramethyl-1,3,2-dioxaborolan-2-yl)-1,2,3,6-tetrahydropyridine-1-carboxylate C(C)(C)(C)OC(=O)N1CCC(=CC1)B1OC(C(O1)(C)C)(C)C.FC1=C(C(=C(C(=C1OC=1C(=C(C(=C(C(=O)[O-])C1)C1=C(C(=C(C(=C1F)F)F)F)F)OC1=C(C(=C(C(=C1F)F)F)F)F)OC1=C(C(=C(C(=C1F)F)F)F)F)F)F)F)F.C(C1=CC=CC=C1)[S+](C1=CC=C(C=C1)O)C